CC1=C(C(=CC(=C1)C)C)C(C(C1=CC=CC=C1)=O)S(=O)(=O)C(C1=C(C=C(C=C1C)C)C)C(C1=CC=CC=C1)=O 2,4,6-trimethylphenylbenzoylmethyl sulfone